C(C)(=O)O[C@H]1[C@@H](SC2=CC(=C(C=C2)C#N)Br)O[C@@H]([C@@H]([C@@H]1N=[N+]=[N-])OC(C)=O)COC(C)=O 3-Bromo-4-cyanophenyl 2,4,6-tri-O-acetyl-3-azido-3-deoxy-1-thio-α-D-galactopyranoside